C(#N)C=1C=CC(=NC1)COC1=CC=CC(=N1)C1=CC(=C(CC2=NC=3C(=NC(=CC3)C(=O)O)N2C[C@H]2OCC2)C=C1)F (S)-2-(4-(6-((5-cyanopyridin-2-yl)methoxy)pyridin-2-yl)-2-fluorobenzyl)-3-(oxetan-2-ylmethyl)-3H-imidazo[4,5-b]pyridine-5-carboxylic acid